O1C(OCC1)CON=C(C(F)(F)F)C1=CC=C(C=C1)Cl 1-(4-chlorophenyl)-2,2,2-trifluoro-1-ethanone O-(1,3-dioxolan-2-ylmethyl)oxime